FC1=C(C=C(C(=C1)NC1=CC(=C2C(=N1)NC=C2C(F)(F)F)NC)OC)C(=O)N2CCN(CC2)C (2-fluoro-5-methoxy-4-((4-(methylamino)-3-(trifluoromethyl)-1H-pyrrolo[2,3-b]pyridin-6-yl)amino)phenyl)(4-methylpiperazin-1-yl)methanone